5-amino-6-(methylamino)pyridine-3-carbonitrile NC=1C=C(C=NC1NC)C#N